COC1=NC2=CC=CC(=C2C=N1)N1CCN(C2(CC2)C1)C(=O)OC(C)(C)C tert-butyl 7-(2-methoxyquinazolin-5-yl)-4,7-diazaspiro[2.5]octane-4-carboxylate